2-amino-N-methylacetamide hydrochloride Cl.NCC(=O)NC